C(CCCCCCCCCCCCCCCCCCCCC)(=O)OCCCC n-butyl docosanoate